COCC1=C(SC=C1)CNCC[C@]1(CCOC2(CCCC2)C1)C1=NC=CC=C1 (R)-N-((3-(methoxymethyl)thiophen-2-yl)methyl)-2-(9-(pyridin-2-yl)-6-oxaspiro[4.5]decan-9-yl)ethylamine